CN1CCN(CC1)C1=CC=C(C=C1)NC1=NC2=C(C=CC=C2C=N1)C=1C=C(C=CC1)NC(C=C)=O N-(3-(2-((4-(4-methylpiperazin-1-yl)phenyl)amino)quinazolin-8-yl)phenyl)acrylamide